6-(3-bromo-1-(3-chloro-5-fluoropyridin-2-yl)-1H-pyrazole-5-carboxamido)-N,5-dimethylpyrazolo[1,5-a]pyridine-7-carboxamide BrC1=NN(C(=C1)C(=O)NC=1C(=CC=2N(C1C(=O)NC)N=CC2)C)C2=NC=C(C=C2Cl)F